C1CC12CCN(CC2)C2=C(C(=O)NC=1C=C3C=CC(=NC3=C(N1)N1CCC(CC1)(F)F)O)C=CC(=C2)NS(=O)(=O)CCO 2-{6-azaspiro[2.5]octan-6-yl}-N-[8-(4,4-difluoropiperidin-1-yl)-2-hydroxy-1,7-naphthyridin-6-yl]-4-(2-hydroxyethanesulfonamido)benzamide